1-(5-Methyl-1,3,6,7,8,9-hexahydro-2,4,8-triaza-cyclopenta[a]naphthalen-2-yl)-2-[1-(5-trifluoromethyl-pyrimidin-2-yl)-azetidin-3-yl]-ethanone hydrochloride Cl.CC=1N=C2C(=C3CNCCC13)CN(C2)C(CC2CN(C2)C2=NC=C(C=N2)C(F)(F)F)=O